ClC=1C=CC2=C(N=C(S2)C23CC(C2)(C3)NC(=O)C=3OC(=CC3)C(C)(C)S(=O)(=O)C)C1 N-(3-(5-chlorobenzo[d]thiazol-2-yl)bicyclo[1.1.1]pentan-1-yl)-5-(2-(methylsulfonyl)propan-2-yl)furan-2-carboxamide